(3-(4,4,5,5-tetramethyl-1,3,2-dioxaborolan-2-yl)phenyl)acetamide CC1(OB(OC1(C)C)C=1C=C(C=CC1)CC(=O)N)C